C(#N)C1=C2C(=NC=C1)C(=CS2)\C=C(\C(=O)OC)/C(C)=O Methyl (E)-2-((7-cyanothieno[3,2-b]pyridin-3-yl)methylene)-3-oxobutanoate